C1=CC=C(C=C1)C(=O)C=CC2=CC=CC=C2Br bromochalcone